The molecule is tetraanion of biotinyl-CoA arising from deprotonation of phosphate and diphosphate functions. It is a conjugate base of a biotinyl-CoA. CC(C)(COP(=O)([O-])OP(=O)([O-])OC[C@@H]1[C@H]([C@H]([C@@H](O1)N2C=NC3=C(N=CN=C32)N)O)OP(=O)([O-])[O-])[C@H](C(=O)NCCC(=O)NCCSC(=O)CCCC[C@@H]4[C@H]5[C@@H](CS4)NC(=O)N5)O